2-(2-(3-(3-chloro-4-fluorophenyl)ureido)ethyl)-2H-indazole-3-carboxamide ClC=1C=C(C=CC1F)NC(NCCN1N=C2C=CC=CC2=C1C(=O)N)=O